4-Amino-1-(4-amino-2-chlorophenyl)-2-oxo-7-trifluoromethyl-1,2-dihydro-1,8-naphthyridine-3-carboxylic acid methyl ester COC(=O)C=1C(N(C2=NC(=CC=C2C1N)C(F)(F)F)C1=C(C=C(C=C1)N)Cl)=O